(4-((E)-2-(6-((E)-(2-oxo-4-phenylpyrrolidin-3-ylidene)methyl)-1H-indazol-3-yl)vinyl)benzyl)piperidine-4-carbonitrile trifluoroacetate FC(C(=O)O)(F)F.O=C\1NCC(/C1=C\C1=CC=C2C(=NNC2=C1)/C=C/C1=CC=C(CN2CCC(CC2)C#N)C=C1)C1=CC=CC=C1